N=C1C(C(N=NO1)=O)=O Iminooxadiazindion